3-methoxy-9-nitropyrido[3',4':4,5]pyrimido[1,2-a]indole-5,11-dione COC1=CC2=C(N=C3N(C=4C=CC(=CC4C3=O)[N+](=O)[O-])C2=O)C=N1